C(#N)C=1C=CC(=C(C1)NS(=O)(=O)C=1C=C(C(=O)OC)C=CC1OC)N1CCCCC1 methyl 3-(N-(5-cyano-2-(piperidin-1-yl) phenyl) sulfamoyl)-4-methoxybenzoate